C(C1CO1)N(S(=O)(=O)C1=CC=CC=C1)CC1CO1 N,N-diglycidyl-benzenesulfonamide